N-(2-ethyl-6-methylbenzo[b]thiophen-3-yl)-2-oxo-6-(trifluoromethyl)-1,2-dihydropyridine-3-carboxamide C(C)C1=C(C2=C(S1)C=C(C=C2)C)NC(=O)C=2C(NC(=CC2)C(F)(F)F)=O